3-[(2-chloropyrimidin-5-yl)methyl]indole ClC1=NC=C(C=N1)CC1=CNC2=CC=CC=C12